ClC1=NC=CC=C1Cl 2,3-Dichloropyridine